CC1=NC2=CC=C(C=C2C(=C1)C1=CC=NC=C1)C(=O)N1CCOCC1 (2-methyl-4-(pyridin-4-yl)quinolin-6-yl)(morpholino)methanone